Cl.N1CC(C1)OC=1C=CC(=NC1)C(=O)NC 5-(azetidin-3-yloxy)-N-methylpyridine-2-carboxamide hydrochloride